BrC(C(=O)NC1=CC=C(C=C1)OC)(F)F 2-bromo-2,2-difluoro-N-(p-methoxyphenyl)acetamide